N-(quinolin-8-yl)-2-vinylhexanamide N1=CC=CC2=CC=CC(=C12)NC(C(CCCC)C=C)=O